P(O)(O)(=S)O[C@H]1C([C@@](O[C@@H]1CO)(N1C(=O)NC(=O)C(C)=C1)[Si](C)(C)C)CCOC TMs 2'-methoxyethylthymidine-3'-phosphorothioate